C(#N)C=1C(=NC(=C(C1CC)C#N)N1CC(CC1)NC)SC(C(=O)N)C1=CC=CC=C1 2-((3,5-dicyano-4-ethyl-6-(3-(methylamino)pyrrolidin-1-yl)pyridin-2-yl)sulfanyl)-2-phenylacetamide